Cl(=O)(=O)O.O=O molecular oxygen chlorate